3-(4-Iodo-2-pyridyl)-6-oxa-3-azabicyclo[3.1.1]heptane IC1=CC(=NC=C1)N1CC2OC(C1)C2